2-(aminomethyl)-6-chloro-1-ethyl-3-methyl-1H-1,3-benzodiazol-3-ium iodide [I-].NCC1=[N+](C2=C(N1CC)C=C(C=C2)Cl)C